C(#N)C=1C(=C(C(=O)NC2=CC=C3C=NN(C3=C2)C=2C=NN(C2)CC(F)(F)F)C=CC1)C(C)C 3-Cyano-2-isopropyl-N-(1-(1-(2,2,2-trifluoroethyl)-1H-pyrazol-4-yl)-1H-indazol-6-yl)benzamide